C(C)OC(=O)C=1N=C(N(C(C1O)=O)C)N(C)C(C1=CC=CC=C1)C1=CC=CC=C1 2-[(benzhydryl)(methyl)amino]-5-hydroxy-1-methyl-6-oxo-1,6-dihydropyrimidine-4-carboxylic acid ethyl ester